CN(CCCC1=CC(=C(C=C1)O)F)C 4-[3-(dimethylamino)propyl]-2-fluorophenol